C(C)(C)(C)C1=CC=2B3N4C5=C(C=C(C=C5C=5C3=C(N(C2C=C1)C1=CC=C(C=C1)C(C)(C)C)C=C(C5C)C5=CC=C(C=C5)F)C(C)(C)C)C=5C=C(C=CC54)C(C)(C)C 2,10,13-tri-tert-butyl-5-(4-(tert-butyl)phenyl)-7-(4-fluorophenyl)-8-methyl-5H-5,15b-diaza-15c-borabenzo[gh]indeno[1,2,3-no]tetraphene